(2S)-2-amino-2-(3-methoxyphenyl)ethan-1-al N[C@H](C=O)C1=CC(=CC=C1)OC